vanadium-zirconium-iron [Fe].[Zr].[V]